COC(=O)C=1C=2C(C(CNC2C=C(C1)F)C1=C(C=C(C=C1)Cl)F)=O 3-(4-chloro-2-fluorophenyl)-7-fluoro-4-oxo-2,3-dihydro-1H-quinoline-5-carboxylic acid methyl ester